ClC=1C=CC(=C(C(=O)N[C@H](C(C(=O)NC2CC2)=O)C[C@H]2C(N[C@@H](C2)C)=O)C1)NC(=O)[C@@H]1C(C1)(F)F 5-chloro-N-[(1S)-3-(cyclopropylamino)-1-[[(3S,5R)-5-methyl-2-oxo-pyrrolidin-3-yl]methyl]-2,3-dioxo-propyl]-2-[[(1R)-2,2-difluorocyclopropanecarbonyl]amino]benzamide